6-Methyl-5-(8-methyl-[1,2,4]triazolo[1,5-a]pyridin-6-yl)-1-((1S,4S)-4-((3,3,3-trifluoropropyl)amino)cyclohexyl)-1,3-dihydro-2H-benzo[d]imidazol-2-on CC=1C(=CC2=C(N(C(N2)=O)C2CCC(CC2)NCCC(F)(F)F)C1)C=1C=C(C=2N(C1)N=CN2)C